N,7-dimethyl-5,6-dihydropyrrolo[2,3-d]Pyrimidin-4-amine CNC=1C2=C(N=CN1)N(CC2)C